ClC=1C=C(C(=O)NC2(CC2)C)C=CC1N1CCNCC1 3-chloro-N-(1-methylcyclopropyl)-4-piperazin-1-yl-benzamide